COC1=C(C(=CC=C1)OC)OCC[NH2+]CC2COC3=CC=CC=C3O2 The molecule is an organic cation obtained by protonation of the secondary amino function of N-(2,3-dihydro-1,4-benzodioxin-2-ylmethyl)-2-(2,6-dimethoxyphenoxy)ethanamine. It is an ammonium ion derivative and an organic cation. It is a conjugate acid of a N-(2,3-dihydro-1,4-benzodioxin-2-ylmethyl)-2-(2,6-dimethoxyphenoxy)ethanamine.